ethyl 1-(furan-2-yl)-3-(pentafluoroethyl)-1,2,4-triazole-5-carboxylate O1C(=CC=C1)N1N=C(N=C1C(=O)OCC)C(C(F)(F)F)(F)F